1-[3-(Benzyloxy)-4-phenoxyphenyl]-3-(3-methylphenyl)-1,3,5-triazinane-2,4,6-trione C(C1=CC=CC=C1)OC=1C=C(C=CC1OC1=CC=CC=C1)N1C(N(C(NC1=O)=O)C1=CC(=CC=C1)C)=O